N-(2-fluoro-3-{6-oxo-4-[5-(trifluoromethyl)pyridin-2-yl]-1,6-dihydropyrimidin-2-yl}-4-(trifluoromethyl)benzyl)isobutyramide FC1=C(CNC(C(C)C)=O)C=CC(=C1C=1NC(C=C(N1)C1=NC=C(C=C1)C(F)(F)F)=O)C(F)(F)F